2,3,4,5,6-pentafluorophenyl-thiazolecarboxylic acid FC1=C(C(=C(C(=C1F)F)F)F)C=1N=C(SC1)C(=O)O